tert-butyl 1,6,7-trimethyl-4-{[(trifluoromethyl) sulfonyl] oxy}-1,3-dihydro-2H-pyrrolo[3,4-C]pyridine-2-carboxylate CC1N(CC=2C(=NC(=C(C21)C)C)OS(=O)(=O)C(F)(F)F)C(=O)OC(C)(C)C